Cl.Cl.COC1=C(C=CC=C1C1=NN(C=N1)C([2H])([2H])[2H])NC1=CC(=NC=C1C(CC([2H])([2H])[2H])=O)NC(=O)C1CC1 N-(4-((2-methoxy-3-(1-(methyl-d3)-1H-1,2,4-triazol-3-yl)phenyl)amino)-5-(propanoyl-3,3,3-d3)pyridin-2-yl)cyclopropanecarboxamide, bis-hydrochloride salt